C(C)(C)(C)OC(=O)N[C@@]1(CN(CC1)C1=C(C(=O)OC)C=CN=C1C1=CC(=CC(=C1)F)F)C methyl (S)-3-(3-((tert-butoxycarbonyl)amino)-3-methylpyrrolidin-1-yl)-2-(3,5-difluorophenyl)isonicotinate